3-methyl-2-{[(3R,6R)-6-methyl-1-{[2-(1-methyl-1H-pyrazol-4-yl)phenyl]carbonyl}piperidin-3-yl]oxy}pyridine-4-carbonitrile CC=1C(=NC=CC1C#N)O[C@H]1CN([C@@H](CC1)C)C(=O)C1=C(C=CC=C1)C=1C=NN(C1)C